(1s,3s)-3-((6-(3-((2-((1S)-1-((tetrahydro-2H-pyran-2-yl)oxy)ethyl)-1H-imidazol-1-yl)methyl)isoxazol-5-yl)pyridin-3-yl)but-1,3-diyn-1-yl)cyclobutane-1-ol O1C(CCCC1)O[C@@H](C)C=1N(C=CN1)CC1=NOC(=C1)C1=CC=C(C=N1)C#CC#CC1CC(C1)O